(S)-2-azido-1-(6,7-dichloro-8-methoxy-1-methyl-1,3-dihydro-2H-pyrrolo[3,4-c]quinolin-2-yl)ethan-1-one N(=[N+]=[N-])CC(=O)N1CC=2C=NC=3C(=C(C(=CC3C2[C@@H]1C)OC)Cl)Cl